C(C=C)(=O)N1C[C@@H](N(C[C@H]1C)C=1C=2C=C(C(=NC2C2(C(N1)=O)CC1=CC=CC=C1C2)C2=C(C=CC=C2)F)Cl)C 5'-((2S,5R)-4-acryloyl-2,5-dimethylpiperazin-1-yl)-3'-chloro-2'-(2-fluorophenyl)-1,3-dihydro-7'H-spiro[indene-2,8'-[1,6]naphthyridin]-7'-one